CC(CCCCCCCCCO)C 10-methyl-1-undecanol